BrC=1C(=C(\C=N\NC)C(=CC1)Br)F (E)-1-(3,6-dibromo-2-fluorobenzylidene)-2-methylhydrazine